C(C)(C)(C)OC(=O)N1CCC(CC1)C1=NC(=CC=C1)C=1N=C(C2=C(N1)C=CC=N2)N2CCOCC2.FC=2C=C(C=CC2)NC(C2=CC=C(C=C2)C2CCNCC2)=O N-(3-fluorophenyl)-4-piperidin-4-yl-benzamide tert-butyl-4-[6-(4-morpholinopyrido[3,2-d]pyrimidin-2-yl)-2-pyridyl]piperidine-1-carboxylate